FC=1C=C(CC2=C(OCCN3CCOCC3)C(=CC(=C2)C)C)C=C(C1)F (2-(2-(3,5-Difluorobenzyl)-4,6-dimethylphenoxy)ethyl)morpholine